Cl.C[C@@H]1CNCCC1 (3S)-3-methylhexahydropyridine hydrochloride